4-Nitrophenyl (4aS,8aR)-3-oxohexahydro-2H-pyrido[4,3-b][1,4]oxazin-6(5H)-carboxylate O=C1N[C@@H]2[C@H](OC1)CCN(C2)C(=O)OC2=CC=C(C=C2)[N+](=O)[O-]